2-(6-chloro-1-oxoisoquinolin-2(1H)-yl)-N-(4-(1,4-dimethyl-1H-pyrazol-5-yl)phenyl)propanamide ClC=1C=C2C=CN(C(C2=CC1)=O)C(C(=O)NC1=CC=C(C=C1)C1=C(C=NN1C)C)C